CN(C)CCCCN(C)C N,N,N,N-tetramethyl-1,4-butanediamine